5-(2-fluorobenzyl)-N-(4-(5-(2-(tetrahydro-2H-pyran-4-yl)ethoxy)-2-(trifluoromethyl)phenyl)pyridin-2-yl)-4H-1,2,4-triazole-3-carboxamide FC1=C(CC=2NC(=NN2)C(=O)NC2=NC=CC(=C2)C2=C(C=CC(=C2)OCCC2CCOCC2)C(F)(F)F)C=CC=C1